FC=1C=C(C=CC1F)C1(CC1)NCCC(=O)O 3-((1-(3,4-difluorophenyl)cyclopropyl)amino)propanoic acid